tris(2-[(2,4,8,10-tetra-tert-butyldibenzo[d,f][1,3,2]dioxaphosphepin-6-yl)oxy]ethyl)amine C(C)(C)(C)C1=CC2=C(OP(OC3=C2C=C(C=C3C(C)(C)C)C(C)(C)C)OCCN(CCOP3OC2=C(C4=C(O3)C(=CC(=C4)C(C)(C)C)C(C)(C)C)C=C(C=C2C(C)(C)C)C(C)(C)C)CCOP2OC4=C(C3=C(O2)C(=CC(=C3)C(C)(C)C)C(C)(C)C)C=C(C=C4C(C)(C)C)C(C)(C)C)C(=C1)C(C)(C)C